1-(4-cyano-3-(trifluoromethyl)phenyl)-N-(5-((1-(2-(1-(2-(2,6-dioxopiperidin-3-yl)-1,3-dioxoisoindolin-5-yl)piperidin-4-yl)ethyl)piperidin-4-yl)oxy)pyridin-2-yl)piperidine-4-carboxamide C(#N)C1=C(C=C(C=C1)N1CCC(CC1)C(=O)NC1=NC=C(C=C1)OC1CCN(CC1)CCC1CCN(CC1)C=1C=C2C(N(C(C2=CC1)=O)C1C(NC(CC1)=O)=O)=O)C(F)(F)F